4-(2-((4-Aminopiperidin-1-yl)methyl)-1-methyl-5-(4-methylphenyl)-1H-pyrrolo[2,3-c]pyridin-4-yl)benzonitrile NC1CCN(CC1)CC1=CC=2C(=CN=C(C2C2=CC=C(C#N)C=C2)C2=CC=C(C=C2)C)N1C